ClC1=C(C=CC(=C1)Cl)/C=C/C(=O)N[C@H](C(=O)N[C@H](CO)C[C@H]1C(NCC1)=O)CC(C)(C)C (S)-2-((E)-3-(2,4-dichlorophenyl)acrylamido)-N-((S)-1-hydroxy-3-((S)-2-oxopyrrolidin-3-yl)propan-2-yl)-4,4-dimethylpentanamide